COC1=C(C=CC(=C1OC)OC)N1CCN(CC1)C(=O)Cl 4-(2,3,4-trimethoxyphenyl)piperazine-1-carbonyl chloride